OC1=C(C=C(C(=C1)O)C(C)C)C1=NN=C(N1C=1C=C2C=CN(C2=CC1)C)O 3-(2,4-dihydroxy-5-isopropylphenyl)-4-(1-methylindol-5-yl)-5-hydroxy-4H-1,2,4-triazole